NC=1SC2=C(N1)C(=CC=C2)C2=C(C=C1C(=NC(=NC1=C2F)OC[C@H]2N(CCC2)C)N2CCN(CC2)C(=O)OC(C)(C)C)C=C tert-butyl 4-(7-(2-aminobenzo[d]thiazol-4-yl)-8-fluoro-2-(((S)-1-methylpyrrolidin-2-yl)methoxy)-6-vinylquinazolin-4-yl)piperazine-1-carboxylate